FC1=C(C(=CC(=C1)CN1CCC(CC1)CCOC)O)N1CC(NS1(=O)=O)=O 5-[2-fluoro-6-hydroxy-4-[[4-(2-methoxyethyl)-1-piperidinyl]methyl]phenyl]-1,1-dioxo-1,2,5-thiadiazolidin-3-one